1-(4-((3-(3-fluoro-4-methoxyphenyl)imidazo[1,2-a]pyrazin-8-yl)amino)-2-methylbenzoyl)-N-((3-hydroxyazetidin-3-yl)methyl)piperidine-4-carboxamide 2,2,2-trifluoroacetate FC(C(=O)O)(F)F.FC=1C=C(C=CC1OC)C1=CN=C2N1C=CN=C2NC2=CC(=C(C(=O)N1CCC(CC1)C(=O)NCC1(CNC1)O)C=C2)C